1-((2R,4R)-2-(1H-benzo[d]imidazol-2-yl)piperidin-4-yl)-3-(4-cyanophenyl)urea N1C(=NC2=C1C=CC=C2)[C@@H]2NCC[C@H](C2)NC(=O)NC2=CC=C(C=C2)C#N